1-(2-chlorophenyl)-7-cyclopropyl-4-((2-(difluoromethyl)pyridin-4-yl)amino)-quinazolin-2(1H)-on ClC1=C(C=CC=C1)N1C(N=C(C2=CC=C(C=C12)C1CC1)NC1=CC(=NC=C1)C(F)F)=O